2-methoxy-4-(2,4,5-trifluorophenoxy)benzoic acid COC1=C(C(=O)O)C=CC(=C1)OC1=C(C=C(C(=C1)F)F)F